C(C)NC(=O)N1[C@@H]([C@@H](CCC1)C1=NNC=C1C)CO[C@@H]1CC[C@@H](CC1)C1=CC(=CC=C1)F (2S,3R)-N-ethyl-2-((((CIS)-4-(3-fluorophenyl)cyclohexyl)oxy)methyl)-3-(4-methyl-1H-pyrazol-3-yl)piperidine-1-carboxamide